5-aminobenzimidazole hydrofluoride F.NC1=CC2=C(N=CN2)C=C1